tert-butyl (1-(5-((3-aminophenyl)thio)pyrazin-2-yl)-4-methylpyridin-4-yl)carbamate NC=1C=C(C=CC1)SC=1N=CC(=NC1)N1C=CC(C=C1)(C)NC(OC(C)(C)C)=O